9,9-bis(4-(2-hydroxyethoxy)-3-tert-butyl-5-methylphenyl)fluorene OCCOC1=C(C=C(C=C1C)C1(C2=CC=CC=C2C=2C=CC=CC12)C1=CC(=C(C(=C1)C)OCCO)C(C)(C)C)C(C)(C)C